6-(2-fluoro-3-methoxyphenyl)-2-methyl-N-{1-[3-(1-methyl-1H-pyrazol-4-yl)phenyl]ethyl}pyrimidin FC1=C(C=CC=C1OC)C1=CC=NC(N1C(C)C1=CC(=CC=C1)C=1C=NN(C1)C)C